COC(=O)C=1C(=CC2=CN(N=C2C1)C1CCC(CC1)N1[C@@H](CN(CC1)C(=O)OC(C)(C)C)COC)[N+](=O)[O-].C(C)N1CCN(CC1)CCNC(C)=O N-(2-(4-ethylpiperazin-1-yl)ethyl)acetamide methyl-2-((1S,4r)-4-((S)-4-(tert-butoxycarbonyl)-2-(methoxymethyl)piperazin-1-yl)cyclohexyl)-5-nitro-2H-indazole-6-carboxylate